3-(4-(4-(piperidin-1-ylsulfonyl)-1H-pyrazol-1-yl)phenyl)-5-(trifluoromethyl)-1,2,4-oxadiazole N1(CCCCC1)S(=O)(=O)C=1C=NN(C1)C1=CC=C(C=C1)C1=NOC(=N1)C(F)(F)F